trans-N-(3-(1-cyclopropyl-1H-pyrazol-4-yl)phenyl)-4-hydroxy-N-((trans-4-(5-methoxy-4-methylpyridin-2-yl)cyclohexyl)methyl)cyclohexanecarboxamide C1(CC1)N1N=CC(=C1)C=1C=C(C=CC1)N(C(=O)[C@@H]1CC[C@H](CC1)O)C[C@@H]1CC[C@H](CC1)C1=NC=C(C(=C1)C)OC